2,4,5-trifluoro-1-((4-(trans-4-propylcyclohexyl)phenyl)ethynyl)benzene FC1=C(C=C(C(=C1)F)F)C#CC1=CC=C(C=C1)[C@@H]1CC[C@H](CC1)CCC